(2S)-2-[4-fluoro-3-[2-[[(S)-phenyl-[(3R)-1,2,3,4-tetrahydro-1,5-naphthyridin-3-yl]methyl]amino]ethyl]phenyl]propanoic acid FC1=C(C=C(C=C1)[C@@H](C(=O)O)C)CCN[C@@H]([C@H]1CNC2=CC=CN=C2C1)C1=CC=CC=C1